tri-tert-butyl-(1-ethoxyethylene) tin [Sn].C(C)(C)(C)C(=C(OCC)C(C)(C)C)C(C)(C)C